COC1=C(OC2=CC=C(C=N2)NC(=O)C2=CC=C(C=C2)C2=CC=CC=C2)C=CC(=C1)NC N-{6-[2-methoxy-4-(methylamino)phenoxy]pyridin-3-yl}biphenyl-4-carboxamide